(S)-N-(1-methoxypropan-2-yl)-5-(pyrazolo[1,5-a]pyridin-5-yl)-7H-pyrrolo[2,3-d]pyrimidin-2-amine COC[C@H](C)NC=1N=CC2=C(N1)NC=C2C2=CC=1N(C=C2)N=CC1